[4-(Bromomethyl)phenyl]-(4-methylsulfonylpiperazin-1-yl)methanone BrCC1=CC=C(C=C1)C(=O)N1CCN(CC1)S(=O)(=O)C